4-(4-methoxybenzyloxy)benzene tert-butyl-4-[3-[4-(5-carbamoyl-1-methyl-indazol-6-yl)oxy-3-fluoro-phenoxy]propanoyl]piperazine-1-carboxylate C(C)(C)(C)OC(=O)N1CCN(CC1)C(CCOC1=CC(=C(C=C1)OC1=C(C=C2C=NN(C2=C1)C)C(N)=O)F)=O.COC1=CC=C(COC2=CC=CC=C2)C=C1